CC1CN(CCN1C1=NC=C(C(=N1)NC1=C(C=CC=C1)S(=O)(=O)C)C(NC)=O)C(=O)OC(C)(C)C tert-butyl 3-methyl-4-(5-(methylcarbamoyl)-4-((2-(methylsulfonyl)phenyl)amino)pyrimidin-2-yl)piperazine-1-carboxylate